C(C)(=O)N[C@H]1[C@H](O)O[C@@H]([C@@H]([C@@H]1O)O)CO 2-(acetamido)-2-deoxy-β-D-galactopyranose